(2-benzyloxy-4-bromo-phenyl)-(1-tetrahydropyran-2-ylpyrazol-3-yl)methanol C(C1=CC=CC=C1)OC1=C(C=CC(=C1)Br)C(O)C1=NN(C=C1)C1OCCCC1